5-bromothieno[2,3-d][1,3]thiazol-2-amine BrC1=CC2=C(N=C(S2)N)S1